5-((6-bromo-5-fluoropyridin-3-yl)methyl)-1,1-difluoro-5-azaspiro[2.3]hexane BrC1=C(C=C(C=N1)CN1CC2(CC2(F)F)C1)F